3-[tert-butyl-(dimethyl)silyl]oxy-5-chloro-aniline C(C)(C)(C)[Si](OC=1C=C(N)C=C(C1)Cl)(C)C